ClC=1C=C(C=CC1)C=1C(=CC=CC1)C1=CC=CC=C1 3-chloro-1,1':2',1''-terphenyl